COC(=O)C1CN(S(C=2N1C(C(=C(C2C2=CC(=CC=C2)C(F)(F)F)CC2=CC=CC1=CC=CC=C21)C(=O)O)=O)(=O)=O)C 4-(methoxycarbonyl)-2-methyl-8-(naphthalen-1-ylmethyl)-6-oxo-9-(3-(trifluoromethyl)phenyl)-3,4-dihydro-2H,6H-pyrido[1,2-e][1,2,5]thiadiazine-7-carboxylic acid 1,1-dioxide